O1SN=C(C=C1)S1COCC1 3-oxathiazinyl-(1,3-oxathiolane)